ONC(CCC(=O)[O-])=O N-hydroxy-succinamate